O=C1N(C(CC1)=O)C(C(=O)O)CCCCN1C(C=CC1=O)=O.C(CCCCCCC)(=O)N(C)CC(=O)O N-Capryloyl-Sarcosine 2,5-dioxopyrrolidin-1-yl-6-(2,5-dioxopyrrol-1-yl)hexanoate